N4-(5-amino-2-fluorophenyl)-N2-(3-methyl-1,2-thiazol-5-yl)-5-[4-(trifluoromethyl)phenyl]Pyrimidine-2,4-diamine NC=1C=CC(=C(C1)NC1=NC(=NC=C1C1=CC=C(C=C1)C(F)(F)F)NC1=CC(=NS1)C)F